NC(C)C=1C=C(C=CC1)N1C(C=CC2=CC=CC=C12)N1CCC(CCC1)(F)F N-(3-(1-aminoethyl)phenyl)-2-(4,4-difluoroazepan-1-yl)quinoline